ClC1=C2C(N(C(NC2=C(C=C1)S(=O)(=O)C1=CC=C2C=CN(C2=C1)C1CC(C1)(C)C)=O)O)=O 5-chloro-8-((1-(3,3-dimethylcyclobutyl)-1H-indol-6-yl)sulfonyl)-3-hydroxyquinazoline-2,4(1H,3H)-dione